CC1=NC=C(C=N1)[C@@H](CC(=O)O)C=1SC=C(N1)CCCC1=NC=2NCCCC2C=C1 |r| (±)-3-(2-methylpyrimidin-5-yl)-3-(4-(3-(5,6,7,8-tetrahydro-1,8-naphthyridin-2-yl)propyl)thiazol-2-yl)propanoic acid